C(C)OC(NC(C(C#N)=NNC1=CC(=C(C(=C1)Cl)OC=1C=C2CCN(C(C2=CC1)=O)CC1=CC=CC=C1)Cl)=O)=O (2-(2-(4-((2-benzyl-1-oxo-1,2,3,4-tetrahydroisoquinolin-6-yl)oxy)-3,5-Dichlorophenyl)hydrazono)-2-cyanoacetyl)carbamic acid ethyl ester